C(C1=CC=CC=C1)OC=1C=C(C=CC1OCC1=CC=CC=C1)C(CC(=O)OC)=O methyl 3-(3,4-dibenzyloxyphenyl)-3-oxopropanoate